1-methyl 4-methyl 2-(methyl (phenyl) amino)-3-phenylsuccinate CN(C(C(=O)OC)C(C(=O)OC)C1=CC=CC=C1)C1=CC=CC=C1